C(=O)O.C(C)(=O)OC1=C(C(=CC(=C1)C)C)C(CC(=O)OC1=C2C=CNC2=CC=C1)(C)C indol-4-yl 3-(2-acetoxy-4,6-dimethylphenyl)-3-methylbutanoate formate